((4-(4-((4-chloro-2-fluorobenzofuran-7-yl) methoxy)-5-fluoropyrimidin-2-yl) cyclohex-3-en-1-yl) methyl)-3-(2-methoxyethyl)-3H-imidazo[4,5-b]pyridine-5-carboxylate ClC1=CC=C(C2=C1C=C(O2)F)COC2=NC(=NC=C2F)C2=CCC(CC2)COC(=O)C2=CC=C1C(=N2)N(C=N1)CCOC